CC1=C(C=CC=C1)C=1N=C2NS(C3=CC=CC(C(N4CC5=CC=CC=C5[C@@H](OC(C1)=N2)[C@H]4CC(C)C)=O)=C3)(=O)=O (16R,24R)-12-(2-Methylphenyl)-24-(2-methylpropyl)-15-oxa-8λ6-thia-1,9,11,25-tetraazapentacyclo[14.7.1.13,7.110,14.017,22]hexacosa-3(26),4,6,10,12,14(25),17,19,21-nonaene-2,8,8-trione